(4-chloro-2-hydroxyphenyl)boric acid ClC1=CC(=C(C=C1)OB(O)O)O